4-(2-(methylamino)phenyl)but-2-en-1-ol CNC1=C(C=CC=C1)CC=CCO